6-bromo-4-fluoro-2-methyl-3a,7a-dihydro-1,3-benzoxazole BrC1=CC2C(N=C(O2)C)C(=C1)F